FC=1C=C(C=CC1C(F)(F)F)C1=CC2(CN(C2)C(=O)OC(C)(C)C)C1 tert-butyl 6-[3-fluoro-4-(trifluoromethyl)phenyl]-2-azaspiro[3.3]hept-5-ene-2-carboxylate